C12=C(C3=C4C(=C5C6=C(C7=C8C(=C9C%10=C(C%11=C%12C(=C1C1=C%11C9=C7C5=C31)C=CC=C%12)C=CC=C%10)C=CC=C8)C=CC=C6)C=CC=C4)C=CC=C2 Hexabenzo-Coronene